methyl 3-(N-(4-chloro-5-cyano-2-(cyclopentyloxy)phenyl) sulfamoyl)-4-cyclopropylbenzoate ClC1=CC(=C(C=C1C#N)NS(=O)(=O)C=1C=C(C(=O)OC)C=CC1C1CC1)OC1CCCC1